2-fluoro-2'-hydroxy-4',5',6'-trimethoxychalcone FC1=C(C=CC=C1)\C=C\C(=O)C1=C(C=C(C(=C1OC)OC)OC)O